C(C)(C)(C)C1=C(C=C(C=C1)NC1=CC=C(\C=N/O)C=C1)F (Z)-4-((4-(tert-butyl)-3-fluorophenyl)amino)benzaldehyde oxime